C1(CC1)N1C(=O)N(C=2N=C(NC2C1=O)C=1C=NC(=CC1)NCC1=CC=C(C=C1)CNC(C)=O)C1CC1 1,3-Dicyclopropyl-8-[6-((4-(acetamidomethyl)benzyl)amino)pyrid-3-yl]xanthine